racemic-7-(4-(1-(2,2-difluoro-1-(4-fluorophenyl)propyl)-3-methyl-1H-pyrazol-4-yl)pyrimidin-2-yl)-[1,2,4]triazolo[1,5-a]pyridin-2-amine FC([C@@H](C1=CC=C(C=C1)F)N1N=C(C(=C1)C1=NC(=NC=C1)C1=CC=2N(C=C1)N=C(N2)N)C)(C)F |r|